1-(1-acryloylpyrrolidin-3-yl)-N-(4,4-difluorocyclohexyl)-3-(4-(trifluoromethyl)phenyl)-1H-indazole-7-carboxamide C(C=C)(=O)N1CC(CC1)N1N=C(C2=CC=CC(=C12)C(=O)NC1CCC(CC1)(F)F)C1=CC=C(C=C1)C(F)(F)F